FC1=CC=CC(=N1)NC1=NC=C(C(=O)N(C)OC)C(=C1)NC1=C(C=CC=C1)N(S(=O)(=O)C)C 6-((6-fluoropyridin-2-yl)-amino)-N-methoxy-N-meth-yl-4-((2-(N-methylmethane-sulfonamido)phenyl)amino)-nicotinamide